tert-butyl 4-[2-[4-(5-carbamoyl-1-methyl-indazol-6-yl)oxyphenoxy]ethoxy]piperidine-1-carboxylate C(N)(=O)C=1C=C2C=NN(C2=CC1OC1=CC=C(OCCOC2CCN(CC2)C(=O)OC(C)(C)C)C=C1)C